6-methoxy-8-(2-methoxyphenyl)-2-(3-(pyridin-3-yl)propyl)-1,2,3,4-tetrahydroisoquinolin-7-ol COC=1C=C2CCN(CC2=C(C1O)C1=C(C=CC=C1)OC)CCCC=1C=NC=CC1